[Cl-].CO[Si](CCC[N+](CCCCCCCCCCCCCCCC)(C)C)(OC)OC 3-(trimethoxysilyl)propyl-dimethyl-hexadecyl-ammonium chloride